ClC1=CC=2C(=NN(N2)C2=C(C(=CC(=C2)C)C(C)(C)C)O)C=C1 5-chloro-2-[3-(tert-butyl)-2-hydroxy-5-methylphenyl]-2H-benzotriazole